C1(CC1)C=1OC(=CN1)C(=O)NC12CC(C1)(C2)NC(COC2=CC(=C(C=C2)Cl)Cl)=O 2-cyclopropyl-N-{3-[2-(3,4-dichlorophenoxy)acetylamino]bicyclo[1.1.1]pentan-1-yl}-1,3-oxazole-5-carboxamide